1-(cyclobutanecarbonyl)-N-((5-(5-(difluoromethyl)-1,3,4-oxadiazol-2-yl)pyridin-2-yl)methyl)-3-fluoro-N-(3-fluorophenyl)azetidine-3-carboxamide C1(CCC1)C(=O)N1CC(C1)(C(=O)N(C1=CC(=CC=C1)F)CC1=NC=C(C=C1)C=1OC(=NN1)C(F)F)F